FC(C)(F)C1=CC(=C(C#N)C=C1)F 4-(1,1-difluoroethyl)-2-fluorobenzonitrile